NC1=CC(=C(C=C1)OCCO)N 1,3-diamino-4-(2'-hydroxyethoxy)benzene